NCCCC[C@H](C)N1C(=NC2=C1C(=NC=C2)Cl)NC(=O)C=2C=C(C(=O)O)C=CC2 (S)-3-((3-(6-aminohexan-2-yl)-4-chloro-3H-imidazo[4,5-c]pyridin-2-yl)carbamoyl)benzoic acid